C(C)(C)(C)OC(N(C)C(COC1=CC(=C(C=C1)C)C(NC1(CC1)C1=C2C=CC=NC2=CC(=C1)OC)=O)C)=O tert-butyl(1-(3-((1-(7-methoxyquinolin-5-yl)cyclopropyl)carbamoyl)-4-methylphenoxy)propan-2-yl)(methyl)carbamate